methyl 2-benzyl-4-chloro-3-oxo-7-phenyl-2-azabicyclo[4.1.0]heptene-7-carboxylate C(C1=CC=CC=C1)N1C=2C(C2CC(C1=O)Cl)(C(=O)OC)C1=CC=CC=C1